BrC1=C(N=C(C=2N1N=CC2)N2CCC1(CC2)[C@@H](C2=CC=C(C=C2C1)F)N[S@](=O)C(C)(C)C)C (R)-N-[(1S)-1'-(7-Bromo-6-methyl-pyrazolo[1,5-a]pyrazin-4-yl)-5-fluoro-spiro[indane-2,4'-piperidine]-1-yl]-2-methyl-propane-2-sulfinamide